CC1=C(OC2=C(C1=O)C=C(C=C2[C@@H](C)NC=2C(=NC=CC2)C=2N=NNN2)C)C=2C=NC=CC2 3,6-dimethyl-2-(3-pyridinyl)-8-[(1R)-1-[[2-(2H-tetrazol-5-yl)-3-pyridinyl]amino]ethyl]benzopyran-4-one